C(C)(C)C1CCC(CC1)C(C)O 1-(4-Isopropylcyclohexyl)ethanol